N[C@@H]1[C@H](NC(C1)=O)COC1=NC=CC2=CC(=C(C=C12)OC(C)C)C(=O)N 1-{[(2s,3s)-3-amino-5-oxopyrrolidin-2-yl]methoxy}-7-(prop-2-yloxy)isoquinoline-6-carboxamide